FC=1C=CC2=C(CCO2)C1CNC1=C2C(=C3C4=C(OC=C4CN=C3C)C=3N1C=NN3)C=CC=N2 N-((5-fluoro-2,3-dihydrobenzofuran-4-yl)methyl)-8-methyl-6H-4-oxa-2,3,7,12,13a-pentaazabenzo[4,5]cyclopenta[7,8]cycloocta[1,2,3-cd]inden-13-amine